C(=C(F)F)C(F)(F)F 2-hydropentafluoropropylene